CC1=NN2C(C(=C(C=C2)B(O)O)N2CCOCC2)=N1 2-methyl-8-(morpholin-4-yl)-[1,2,4]triazolo[1,5-a]pyridin-7-ylboronic acid